C1(CC1)C=1C2=C(C(N(C1)C1=CC(=CC=C1)C1(CC(C1)C)C1=NN=CN1C)=O)NC(N2)=O 7-cyclopropyl-5-[3-[cis-3-methyl-1-(4-methyl-1,2,4-triazol-3-yl)cyclobutyl]phenyl]-1,3-dihydroimidazo[4,5-c]pyridine-2,4-dione